CC=1C(=C(C=C(C1)C)O)C1=NC2=NC(=CC=C2C=C1)C1CN(CCC1)C1CC1 3,5-dimethyl-2-[7-[1-cyclopropyl-3-piperidyl]-1,8-naphthyridin-2-yl]phenol